2-(2-(2,6-dioxopiperidin-3-yl)-3-oxoisoindolin-5-yl)-N-(5-(naphthalen-1-yl)thiazol-2-yl)acetamide O=C1NC(CCC1N1CC2=CC=C(C=C2C1=O)CC(=O)NC=1SC(=CN1)C1=CC=CC2=CC=CC=C12)=O